O=C1NC(CCC1N1C(N(C2=C1C=CC(=C2)CN(C(OCC2=CC=CC=C2)=O)CCN2C[C@H](OCC2)CNC)C)=O)=O Benzyl N-[[1-(2,6-dioxo-3-piperidyl)-3-methyl-2-oxo-benzimidazol-5-yl]methyl]-N-[2-[(2R)-2-(methylaminomethyl) morpholin-4-yl]ethyl]carbamate